tetraphenylnickel C1(=CC=CC=C1)[Ni](C1=CC=CC=C1)(C1=CC=CC=C1)C1=CC=CC=C1